N-[(2S)-1-(azetidin-1-yl)propan-2-yl]-3-{2-[(1,5-dimethyl-1H-pyrazol-3-yl)amino]pyrimidin-4-yl}-1-methyl-1H-pyrazole-5-carboxamide N1(CCC1)C[C@H](C)NC(=O)C1=CC(=NN1C)C1=NC(=NC=C1)NC1=NN(C(=C1)C)C